CC1=NC(=CC=C1)C2=NC3=CC=CC=C3C(=N2)NC4=CC=NC=C4 The molecule is a member of the class of quinazolines that is quinazoline which is substituted at positions 2 and 4 by 6-methylpyridin-2-yl and pyridin-4-ylnitrilo groups, respectively. It is an ALK5 and PKN3 kinase inhibitor. It has a role as an EC 2.7.11.30 (receptor protein serine/threonine kinase) inhibitor and an EC 2.7.11.13 (protein kinase C) inhibitor. It is a member of quinazolines, a member of pyridines, a secondary amino compound, an aromatic amine and a member of methylpyridines.